C([O-])([O-])=O.[La+3].O.C([O-])([O-])=O.C([O-])([O-])=O.[La+3] water lanthanum carbonate